C1=C(O[C@H]([C@@H]([C@H]1O)OS(=O)(=O)O)O[C@@H]2[C@H](O[C@@H]([C@@H]([C@H]2O)NS(=O)(=O)O)O[C@H]3[C@@H]([C@H]([C@@H](O[C@H]3C(=O)O)O[C@@H]4[C@H](O[C@@H]([C@@H]([C@H]4O)NS(=O)(=O)O)O[C@H]5[C@@H]([C@H]([C@@H](O[C@H]5C(=O)O)O[C@@H]6[C@H](O[C@@H]([C@@H]([C@H]6O)NS(=O)(=O)O)O[C@H]7[C@@H]([C@H]([C@@H](O[C@H]7C(=O)O)O[C@@H]8[C@H](O[C@@H]([C@@H]([C@H]8O)NS(=O)(=O)O)O[C@H]9[C@@H]([C@H]([C@@H](O[C@H]9C(=O)O)O[C@@H]1[C@H](O[C@@H]([C@@H]([C@H]1O)NS(=O)(=O)O)O[C@H]1[C@@H]([C@H]([C@@H](O[C@H]1C(=O)O)O[C@@H]1[C@H](O[C@@H]([C@@H]([C@H]1O)NS(=O)(=O)O)O)COS(=O)(=O)O)OS(=O)(=O)O)O)COS(=O)(=O)O)OS(=O)(=O)O)O)COS(=O)(=O)O)OS(=O)(=O)O)O)COS(=O)(=O)O)OS(=O)(=O)O)O)COS(=O)(=O)O)OS(=O)(=O)O)O)COS(=O)(=O)O)C(=O)O The molecule is a heparin dodecasaccharide consisting of 4-deoxy-2-O-sulfo-alpha-L-threo-hex-4-enopyranuronosyl, 2-deoxy-6-O-sulfo-2-(sulfoamino)-alpha-D-glucopyranosyl, 2-O-sulfo-alpha-L-idopyranuronosyl, 2-deoxy-6-O-sulfo-2-(sulfoamino)-alpha-D-glucopyranosyl, 2-O-sulfo-alpha-L-idopyranuronosyl, 2-deoxy-6-O-sulfo-2-(sulfoamino)-alpha-D-glucopyranosyl, 2-O-sulfo-alpha-L-idopyranuronosyl, 2-deoxy-6-O-sulfo-2-(sulfoamino)-alpha-D-glucopyranosyl, 2-O-sulfo-alpha-L-idopyranuronosyl, 2-deoxy-6-O-sulfo-2-(sulfoamino)-alpha-D-glucopyranosyl, 2-O-sulfo-alpha-L-idopyranuronosyl, and 2-deoxy-6-O-sulfo-2-(sulfoamino)-alpha-D-glucopyranose units joined in sequence by (1->4) linkages. Sequence: DUAp2S-(1-4)-a-D-GlcNpS6S-(1-4)-a-L-IdoAp2S-(1-4)-a-D-GlcNpS6S-(1-4)-a-L-IdoAp2S-(1-4)-a-D-GlcNpS6S-(1-4)-a-L-IdoAp2S-(1-4)-a-D-GlcNpS6S-(1-4)-a-L-IdoAp2S-(1-4)-a-D-GlcNpS6S-(1-4)-a-L-IdoAp2S-(1-4)-a-D-GlcNpS6S. It is a heparin dodecasaccharide, an oligosaccharide sulfate and an amino oligosaccharide.